N-((3-(1-(difluoromethyl)-1H-pyrazol-3-yl)-5-(4-fluorophenyl)pyridin-2-yl)methyl)acrylamide FC(N1N=C(C=C1)C=1C(=NC=C(C1)C1=CC=C(C=C1)F)CNC(C=C)=O)F